FC1(CN(CC[C@H]1NC1=NN2C(C(=N1)OC)=C(C=C2)C=2C=CC1=C(N(C(=N1)C)CC(F)(F)F)C2)C(CO)=O)F (R)-1-(3,3-difluoro-4-((4-methoxy-5-(2-methyl-1-(2,2,2-trifluoroethyl)-1H-benzo[d]imidazol-6-yl)pyrrolo[2,1-f][1,2,4]triazin-2-yl)amino)piperidin-1-yl)-2-hydroxyethan-1-one